N1N=NC2=C1C=CC=C2 benzo[d][1,2,3]triazol